1-((2r,4r)-8-(4-cyano-2-fluorophenyl)-6,9-dioxo-5-(4-(trifluoromethyl)benzyl)-5,8-diazaspiro[3.5]nonan-2-yl)-3-methylurea C(#N)C1=CC(=C(C=C1)N1CC(N(C2(CC(C2)NC(=O)NC)C1=O)CC1=CC=C(C=C1)C(F)(F)F)=O)F